COC(=O)C1=CC2=C(N=C(S2)Br)C(=C1)CC 2-bromo-4-ethyl-1,3-benzothiazole-6-carboxylic acid methyl ester